1-(((((R)-1,4-dioxane-2-yl)methoxy)carbonyl)oxy)ethyl-(2R,3R,4S)-4-(benzo[d][1,3]dioxolane-5-yl)-1-[2-(dibutylamino)-2-oxoethyl]-2-(4-methoxyphenyl)pyrrolidine-3-carboxylate O1[C@H](COCC1)COC(=O)OC(C)OC(=O)[C@H]1[C@@H](N(C[C@@H]1C1=CC2=C(OCO2)C=C1)CC(=O)N(CCCC)CCCC)C1=CC=C(C=C1)OC